CO[C@H](C)C[C@@H]([C@H](CC=C)C)S(=O)(=O)N(CC1=CC=C(C=C1)OC)CC1=CC=C(C=C1)OC (2R,4S,5S)-2-METHOXY-N,N-BIS(4-METHOXYBENZYL)-5-METHYLOCT-7-ENE-4-SULFONAMIDE